C(C)OC([C@@H](N(CC1=CC=CC=C1)CC1=CC=CC=C1)CC1=CC=CC=C1)=O (S)-N,N-dibenzylphenylalanine ethyl ester